N-(6-amino-5-methylpyridin-3-yl)-2-(2-(2-aminobenzo[d]thiazol-5-yl)-5-methylpiperidin-1-yl)-2-oxoacetamide NC1=C(C=C(C=N1)NC(C(=O)N1C(CCC(C1)C)C=1C=CC2=C(N=C(S2)N)C1)=O)C